C(C)(C)(C)OC(=O)N1CCC(CC1)C(C)N 4-(1-aminoethyl)piperidine-1-carboxylic acid tert-butyl ester